ClC=1C(=NC(=NC1)NC=1C=NN(C1)C)NC=1C=C(C=CC1F)NC(C=CC)=O N-(3-((5-chloro-2-((1-methyl-1H-pyrazol-4-yl)amino)pyrimidin-4-yl)amino)-4-fluorophenyl)but-2-enamide